rel-(S)-6-((5-((2-oxa-6-azaspiro[3.3]heptan-6-yl)methyl)-3-methyl-1-oxoisoindolin-2-yl)methyl)benzo[d]oxazol-2(3H)-one C1OCC12CN(C2)CC=2C=C1[C@@H](N(C(C1=CC2)=O)CC2=CC1=C(NC(O1)=O)C=C2)C |o1:11|